FC1=CC=C2C=C(C(=NC2=C1F)C)OC1=C(C(=CC=C1)F)C(C)C 2-[2-(7,8-difluoro-2-methylquinolin-3-yloxy)-6-fluorophenyl]propan